2-Hexyl isocyanate CC(CCCC)N=C=O